(racemic)-Methyl (S)-5-((3-((tert-butoxycarbonyl)amino)pyrrolidin-1-yl)sulfonyl)-3-methyl-1-(phenylsulfonyl)-1H-pyrrole-2-carboxylate C(C)(C)(C)OC(=O)N[C@@H]1CN(CC1)S(=O)(=O)C1=CC(=C(N1S(=O)(=O)C1=CC=CC=C1)C(=O)OC)C |r|